6-Chloro-N-(1-methylpiperidin-4-yl)-2-[4-(4-pyridin-3-ylpiperazin-1-yl)phenyl]-3H-imidazo[4,5-b]pyridin-7-amine ClC=1C(=C2C(=NC1)NC(=N2)C2=CC=C(C=C2)N2CCN(CC2)C=2C=NC=CC2)NC2CCN(CC2)C